C(C1=CC=CC=C1)OC=1N=C(C(=NC1)Br)Cl 5-(benzyloxy)-2-bromo-3-chloropyrazine